N1=C(C=CC2=NC=CC=C12)CN1C(=O)N(C=2N=C(N(C2C1=O)CC#CC)N1C[C@@H](CCC1)N)C 1-[([1,5]Naphthyridin-2-yl)methyl]-3-methyl-7-(2-butyn-1-yl)-8-((R)-3-amino-piperidin-1-yl)-xanthine